C(C)(C)(C)OC(=O)N1CCC(CC1)N1CCN(CC1)C1=NN(C(=C1)C)C1=CC=C(C=C1)OC(F)(F)F.C(CCCCCCC\C=C/CCCCCCCC)CC(CCC)CCCCCCCC\C=C/CCCCCCCC 1,2-dioleyl-pentane tert-butyl-4-[4-[5-methyl-1-[4-(trifluoromethoxy)phenyl]pyrazol-3-yl]piperazin-1-yl]piperidine-1-carboxylate